ClC=1C(=C(C=CC1)C(C(=O)NCC=1C=C2CN(C(C2=CC1)=O)C1C(NC(CC1)=O)=O)(F)F)C 2-(3-chloro-2-methylphenyl)-N-((2-(2,6-dioxopiperidin-3-yl)-1-oxoisoindol-5-yl)methyl)-2,2-difluoroacetamide